CN(C1=CC(=C(C2=C(C=C(N(C)C)C=C2)C)C=C1)C)C tetramethyl-2,2'-dimethylbenzidine